S(=O)(=O)([O-])[O-].[W+6].S(=O)(=O)([O-])[O-].S(=O)(=O)([O-])[O-] tungsten(VI) sulfate